6,13-bis(biphenyl-4-yl)pentacene C1(=CC=C(C=C1)C1=C2C=C3C=CC=CC3=CC2=C(C2=CC3=CC=CC=C3C=C12)C1=CC=C(C=C1)C1=CC=CC=C1)C1=CC=CC=C1